FC(CNC(=O)[C@]1([C@@H](CC[C@H](C1)C)C(C)C)O)(C1=CC(=CC=C1)C)F (1S,2S,5R)-N-[2,2-difluoro-2-(3-methylphenyl)ethyl]-1-hydroxy-2-isopropyl-5-methyl-cyclohexanecarboxamide